C(C1=CC=CC=C1)(C1=CC=CC=C1)N1CC2(C1)CC(NCC2)=O 2-benzhydryl-2,7-diazaspiro[3.5]nonan-6-one